1-[2-(2,5-dimethylphenyl)acetamido]-4-methoxycyclohexanecarboxylic acid CC1=C(C=C(C=C1)C)CC(=O)NC1(CCC(CC1)OC)C(=O)O